BrC=1C(=C(SC1Br)C1=NC2(CC2)C(S1)=O)F 5-(4,5-dibromo-3-fluoro-2-thienyl)-6-thia-4-azaspiro[2.4]hept-4-en-7-one